eicosyl 3-chloropropionate ClCCC(=O)OCCCCCCCCCCCCCCCCCCCC